isopropyl trans-N-[4-[5-[2-(ethylsulfamoyl)-4-[[2-(2-trimethylsilylethoxymethyl)triazol-4-yl]amino]phenyl]thiazol-2-yl]cyclohexyl]carbamate C(C)NS(=O)(=O)C1=C(C=CC(=C1)NC1=NN(N=C1)COCC[Si](C)(C)C)C1=CN=C(S1)[C@@H]1CC[C@H](CC1)NC(OC(C)C)=O